(4-(6-aminopyridin-3-yl)morpholin-2-yl)propan-2-ol NC1=CC=C(C=N1)N1CC(OCC1)CC(C)O